C(C)(C)(C)OC(=O)N1CCC(CC1)N1C2=C(NC(C1=O)=O)C=C(C=N2)Cl.ClC2=C(C=CC=C2Cl)N2CCN(CC2)CCC2CC(C2)NC(=O)C=2OC=CC2 N-(3-(2-(4-(2,3-dichlorophenyl)piperazin-1-yl)ethyl)cyclobutyl)furan-2-carboxamide Tert-Butyl-4-(7-chloro-2,3-dioxo-2,3-dihydropyrido[2,3-b]pyrazin-4(1H)-yl)piperidine-1-carboxylate